3-ethyl-7-((4-((1S,2S)-2-hydroxycyclopentane-1-carbonyl)piperazin-1-yl)methyl)quinolin-2(1H)-one C(C)C=1C(NC2=CC(=CC=C2C1)CN1CCN(CC1)C(=O)[C@@H]1[C@H](CCC1)O)=O